methyl-(S)-4-p-toluenesulfonyloxy-3-tert-butoxycarbonylaminobutyric acid C[C@H](C(=O)O)C(COS(=O)(=O)C1=CC=C(C)C=C1)NC(=O)OC(C)(C)C